Tetra-t-butyl-2,2',2'',2'''-((((2-((4-(1,3-dioxan-2-yl)benzyl)amino)-2-oxoethyl)azanediyl)bis(ethane-2,1-diyl))bis(azanetriyl))tetraacetat C(C)(C)(C)OC(CN(CCN(CCN(CC(=O)OC(C)(C)C)CC(=O)OC(C)(C)C)CC(=O)NCC1=CC=C(C=C1)C1OCCCO1)CC(=O)OC(C)(C)C)=O